CN1C2C=C(C(C1)CC2)C=2C=CC(=NC2)Cl 2-methyl-5-(2-chloro-5-pyridyl)-2-azabicyclo[2.2.2]Oct-5-ene